ethyl (6-methyl-4-oxo-1-phenyl-1,4-dihydropyridazin-3-yl)carbamate CC1=CC(C(=NN1C1=CC=CC=C1)NC(OCC)=O)=O